(R)-1-((R)-tetrahydro-2H-pyran-3-yl)-3-(o-tolyl)piperazine O1C[C@@H](CCC1)N1C[C@H](NCC1)C1=C(C=CC=C1)C